potassium hexahydroxyplatinum O[Pt](O)(O)(O)(O)O.[K]